(S,S)-(-)-2,3-Bis(tert-butylmethylphosphino)quinoxaline nitrogen [N].C(C)(C)(C)[P@@](C1=NC2=CC=CC=C2N=C1[P@@](C)C(C)(C)C)C